C1(CCC1)NC(C[C@@H]1NCC[C@@H](C1)C1=C(C(=CC=C1O)Cl)Cl)=O |o1:7,11| N-cyclobutyl-(2R,4S)-rel-2-[4-(2,3-dichloro-6-hydroxyphenyl)piperidin-2-yl]acetamide